ClC1=C(C=CC2=C1C(=N[C@H](C(N2)=NN)C)C2=C(C=CC=C2F)F)Cl (3S)-6,7-dichloro-5-(2,6-difluorophenyl)-3-methyl-1,3-dihydro-1,4-benzodiazepin-2-one hydrazone